(4-(1-(tert-butoxycarbonyl)-1,2,3,6-tetrahydropyridin-4-yl)phenyl)boronic acid pinacol ester C(C)(C)(C)OC(=O)N1CCC(=CC1)C1=CC=C(C=C1)B1OC(C)(C)C(C)(C)O1